NC([C@H](CO)NC(=O)C1=C(OC2=C1C=C(C=C2)OCC2=CN=C(S2)C(C)C)C)=O (S)-N-(1-amino-3-hydroxy-1-oxopropan-2-yl)-5-((2-isopropylthiazol-5-yl)methoxy)-2-methylbenzofuran-3-carboxamide